C(#N)C=1C=C(C=CC1F)NC(N(CC1=NNC(=C1)C(F)(F)F)C=1C=NC(=NC1)OC)=O (3-Cyano-4-fluorophenyl)-1-(2-methoxypyrimidin-5-yl)-1-((5-(trifluoromethyl)-1H-pyrazol-3-yl)methyl)urea